C(C)N1CCC(CC1)OC1=CC=C(C=N1)S(=O)(=O)N1[C@@H]([C@@H]2CC[C@H](C1)N2C(=O)OCCOC)C(=O)OCC 2-ethyl 8-(2-methoxyethyl) (1S,2S,5R)-3-((6-((1-ethylpiperidin-4-yl)oxy)pyridin-3-yl)sulfonyl)-3,8-diazabicyclo[3.2.1]octane-2,8-dicarboxylate